4-AMINO-6-BROMO-PYRIDINE-2-CARBALDEHYDE NC1=CC(=NC(=C1)Br)C=O